C1(=CC=CC=C1)C(C1=CC=CC=C1)(C1=CC=CC=C1)O phenyl-benzhydrol